The molecule is an organic cation obtained by protonation of the six free amino groups of neomycin C; major species at pH 7.3. It is an ammonium ion derivative and an organic cation. It is a conjugate acid of a neomycin C. C1[C@H]([C@@H]([C@H]([C@@H]([C@H]1[NH3+])O[C@@H]2[C@@H]([C@H]([C@@H]([C@H](O2)C[NH3+])O)O)[NH3+])O[C@H]3[C@@H]([C@@H]([C@H](O3)CO)O[C@@H]4[C@@H]([C@H]([C@@H]([C@H](O4)C[NH3+])O)O)[NH3+])O)O)[NH3+]